(R)-1-(1-methyl-1H-pyrazol-4-yl)-3-(3-methylmorpholino)-5-(1H-pyrrolo[2,3-b]pyridin-4-yl)pyrazin-2(1H)-one CN1N=CC(=C1)N1C(C(=NC(=C1)C1=C2C(=NC=C1)NC=C2)N2[C@@H](COCC2)C)=O